C(C)(=O)OC1C(OC(C(C1CC(=O)O)OC(C)=O)OC(C(Cl)(Cl)Cl)=N)C.C(C)C1(COC1)COCCC[Si](OCC)(OCC)OCC 3-ethyl-3-((3-triethoxysilylpropoxy)methyl)oxetane 3,5-bis(acetyloxy)-2-methyl-6-[(2,2,2-trichloroethanimidoyl)oxy]oxan-4-yl-acetate